CN1N=CC(=C1)C=1C=CC=2N(C1)N=CC2 6-(1-methyl-1H-pyrazol-4-yl)pyrazolo[1,5-a]Pyridine